Cl.NC/C(/CN1N=CN(C1=O)C1=CC=CC(=N1)C1=CC2=C(COC(N2)=O)C=C1)=C\F 7-(6-{1-[(2E)-2-(aminomethyl)-3-fluoroprop-2-en-1-yl]-5-oxo-1,5-dihydro-4H-1,2,4-triazol-4-yl}pyridin-2-yl)-1,4-dihydro-2H-3,1-benzoxazin-2-one hydrochloride